(5-Fluoro-1H-indol-2-yl)(pyridin-3-yl)methanol FC=1C=C2C=C(NC2=CC1)C(O)C=1C=NC=CC1